tert-butyl (6-(cyclobutanecarboxamido)thiazolo[4,5-b]pyridin-2-yl)carbamate C1(CCC1)C(=O)NC=1C=C2C(=NC1)N=C(S2)NC(OC(C)(C)C)=O